O1CC(C1)N1N=C(C=CC1=O)C(=O)O 1-(oxetan-3-yl)-6-oxo-1,6-dihydropyridazine-3-carboxylic acid